CC(=O)N1C(C2(C1)CC(C2)N(C=2C1=C(N=CN2)NC=C1)C)C1=CC=C(C=C1)Cl (4-chlorophenyl)(6-(methyl-(7H-pyrrolo[2,3-d]pyrimidin-4-yl)amino)-2-azaspiro[3.3]heptan-2-yl) methyl ketone